N[C@H]1CN(CCC1)C1=C2C(=NC=C1)N(C(=N2)C2=CC(=C(C#N)C=C2)F)C2=CC(=C(C=C2)OC)F (R)-4-(7-(3-aminopiperidin-1-yl)-3-(3-fluoro-4-methoxyphenyl)-3H-imidazo[4,5-b]pyridin-2-yl)-2-fluorobenzonitrile